((1-ethyl-5-oxopyrrolidin-2-yl)methyl)-1H-benzo[d]imidazole-6-carboxylate C(C)N1C(CCC1=O)COC(=O)C=1C=CC2=C(NC=N2)C1